C1(CCC1)CNC(=O)C=1N=NN(C1)CCCCN1N=NC(=C1)C(=O)NCC1=NC=CC(=C1)C(F)(F)F 1-(4-{4-[(cyclobutylmethyl)carbamoyl]-1H-1,2,3-triazol-1-yl}butyl)-N-{[4-(trifluoromethyl)pyridin-2-yl]methyl}-1H-1,2,3-triazole-4-carboxamide